[(2S)-1-methoxy-3-[(2-methylpropan-2-yl)oxy]-1-oxopropan-2-yl]azanium COC([C@H](COC(C)(C)C)[NH3+])=O